(R)-N-((3,5-DICHLORO-4-(((R)-4-(DIMETHYLAMINO)-1-(4-FLUOROPHENOXY)BUTAN-2-YL)OXY)PHENYL)SULFONYL)-2-METHYLTETRAHYDRO-2H-PYRAN-2-CARBOXAMIDE ClC=1C=C(C=C(C1O[C@@H](COC1=CC=C(C=C1)F)CCN(C)C)Cl)S(=O)(=O)NC(=O)[C@@]1(OCCCC1)C